C(C1=CC=CC=C1)N(C(O)=O)[C@@H](C1CCC(CC1)(F)F)C=1OC2=C(N1)C(=C(C=C2)CNC[C@@H](C(F)(F)F)N)F.O2CC(C2)C(C2COC2)[SiH2]OCCC2=CC=CC=C2 di(oxetan-3-yl)methylphenylethoxysilane benzyl-((S)-(5-((((S)-2-amino-3,3,3-trifluoropropyl)amino)methyl)-4-fluorobenzo[d]oxazol-2-yl)(4,4-difluorocyclohexyl)methyl)carbamate